(S)-N-(5-(2,4-difluorophenoxy)pyrazin-2-yl)-2-(4-(5-methoxypyrazine-2-carbonyl)-3,3-dimethylpiperazin-1-yl)propanamide FC1=C(OC=2N=CC(=NC2)NC([C@H](C)N2CC(N(CC2)C(=O)C2=NC=C(N=C2)OC)(C)C)=O)C=CC(=C1)F